2,3-dichlorobenzenesulfonyl chloride ClC1=C(C=CC=C1Cl)S(=O)(=O)Cl